C1(=CC=CC=C1)N1C=2C3=C(NN=C3CCC1)C=CN2 6-phenyl-6,7,8,9-tetrahydro-2H-1,2,5,6-tetraazabenzo[cd]azulene